N1,N1-dimethyl-N4-(2-(4-phenylpiperidin-1-yl)phenyl)benzene-1,4-disulfonamide CN(S(=O)(=O)C1=CC=C(C=C1)S(=O)(=O)NC1=C(C=CC=C1)N1CCC(CC1)C1=CC=CC=C1)C